CNC=1C=C(C=CC1)NC=1C2=C(N=C(N1)C1=CC=NC=C1)CCNC2 N3-methyl-N1-[2-(4-pyridyl)-5,6,7,8-tetrahydropyrido[4,3-d]pyrimidin-4-yl]benzene-1,3-diamine